C1(CC1)C(=O)NC1=CC(=C(N=N1)C(=O)NC([2H])([2H])[2H])NC1=NC=CC(=C1OC)C1=NC=C(N=C1)C(N(C)C)=O 6-(cyclopropanecarboxamido)-4-((4-(5-(dimethylcarbamoyl)pyrazin-2-yl)-3-methoxypyridin-2-yl)amino)-N-(methyl-d3)pyridazin-3-carboxamide